FC(C=1C=C(C=C(C1)C(F)(F)F)C1=NN(C=N1)\C=C/C(=O)NN1CC2(CC1=O)CCOCC2)(F)F (Z)-3-(3-(3,5-bis(trifluoromethyl)phenyl)-1H-1,2,4-triazol-1-yl)-N-(3-oxo-8-oxa-2-azaspiro[4.5]decan-2-yl)acrylamide